6-Chloro-N-ethoxy-4-((2-(N-methylmethylsulfonamido)-4-morpholinophenyl)amino)nicotinamide ClC1=NC=C(C(=O)NOCC)C(=C1)NC1=C(C=C(C=C1)N1CCOCC1)N(S(=O)(=O)C)C